OC(C)(C)C=1C(N(C=CC1)C1=NC=C(C(=C1)N1C(C=CC=C1C)=O)C)=O 3-(2-hydroxypropan-2-yl)-5',6''-dimethyl-2H,2''H-[1,2':4',1''-terpyridine]-2,2''-dione